6-(imidazo[1,2-a]pyridin-7-yl)-5-(2-((1-(trifluoromethyl)cyclopropyl)methyl)oxazol-5-yl)picolinonitrile N=1C=CN2C1C=C(C=C2)C2=C(C=CC(=N2)C#N)C2=CN=C(O2)CC2(CC2)C(F)(F)F